4-((S)-2-Azido-1-methoxypropan-2-yl)-6-chloro-1-(((2R,4R)-4-(methylsulfonyl)pentan-2-yl)oxy)-2,7-naphthyridine N(=[N+]=[N-])[C@@](COC)(C)C1=CN=C(C2=CN=C(C=C12)Cl)O[C@H](C)C[C@@H](C)S(=O)(=O)C